ClC1=C(C(=O)N2[C@H](C=3C(CC2)=C(N(N3)C)C=3C=C(C=NC3)CC(=O)N)C)C=CC=C1OC 2-[5-[(7S)-6-(2-Chloro-3-methoxy-benzoyl)-2,7-dimethyl-5,7-dihydro-4H-pyrazolo[3,4-c]pyridin-3-yl]-3-pyridyl]acetamide